methyl 3-(ethyl(tetrahydro-2H-pyran-4-yl)amino)-2-methyl-5-(6-(morpholinomethyl)pyridin-3-yl)benzoate C(C)N(C=1C(=C(C(=O)OC)C=C(C1)C=1C=NC(=CC1)CN1CCOCC1)C)C1CCOCC1